(1-(Pyridin-4-ylmethyl)-1H-pyrazol-3-yl)-2,3-dihydrobenzofuran-6-carboxamide N1=CC=C(C=C1)CN1N=C(C=C1)C1OC2=C(C1)C=CC(=C2)C(=O)N